C1(CC1)OC=1C=C(C=NC1)S(=O)(=O)NC(NC1=C2CCCC2=CC(=C1C1=CC=2N(C=C1)N=CC2)C)=O 5-cyclopropoxy-N-((6-methyl-5-(pyrazolo[1,5-a]pyridin-5-yl)-2,3-dihydro-1H-inden-4-yl)carbamoyl)pyridine-3-sulfonamide